4-(2-bromoethyl)-2,2-dimethyl-1,3-dioxolane BrCCC1OC(OC1)(C)C